2,2,3,3,3-pentafluoropropylcarbamate FC(CNC([O-])=O)(C(F)(F)F)F